2-phenylbenzo[d]isothiazol-3(2H)-one C1(=CC=CC=C1)N1SC2=C(C1=O)C=CC=C2